FC=1C=C(C=CC1F)C=1N=C(SC1)NC(=O)NC1=C(C=C(C=C1)OC1=CC=NC=2NC(C=NC21)=O)SC 1-(4-(3,4-difluorophenyl)thiazol-2-yl)-3-(2-(methylthio)-4-((3-oxo-3,4-dihydropyrido[2,3-b]pyrazin-8-yl)oxy)phenyl)urea